C(#N)C=1C=C(C=CC1)C(N[S@@](=O)C(C)(C)C)C1=CC=CC=C1 (S)-N-((3-cyanophenyl)(phenyl)methyl)-2-methylpropane-2-sulfinamide